C(C)(C)(C)OC(N(CC)N1C(=NC2=C1C=CC(=C2)C(F)(F)F)NC2=CNC1=CC=C(C=C21)Cl)=O {2-[(5-chloro-1H-indol-3-yl)amino]-5-(trifluoromethyl)-1H-benzo[d]imidazol-1-yl}(ethyl)carbamic acid tert-butyl ester